FC(C(=O)O)(F)F.ClC1=C(COC=2C=NC=C(C2)C=2C=NN(C2)C2CCNCC2)C(=CC=C1)Cl 3-((2,6-dichlorobenzyl)oxy)-5-(1-(piperidin-4-yl)-1H-pyrazol-4-yl)pyridine trifluoroacetate